2-(2-cyclopropyl-5-{5-[(R)-(1,3-dimethyl-azetidin-3-yl)-hydroxy-(4-isopropyl-phenyl)-methyl]-pyridin-3-yl}-2H-[1,2,4]triazol-3-yl)-propan-2-ol C1(CC1)N1N=C(N=C1C(C)(C)O)C=1C=NC=C(C1)[C@](C1=CC=C(C=C1)C(C)C)(O)C1(CN(C1)C)C